C1(=CC=CC=C1)NC=1SC=C(N1)C1=CC=C(C=C1)C=C N-phenyl-4-(4-vinylphenyl)thiazol-2-amine